hydroxide Hafnium (IV) [Hf+4].[OH-].[OH-].[OH-].[OH-]